CO\N=C(\C(=O)NC)/C1=C(C(=CC=C1)C)CO/N=C(/C#CC1=CC=CC=C1)\C (2E)-2-methoxyimino-N-methyl-2-[3-methyl-2-[[(E)-(1-methyl-3-phenyl-prop-2-ynylidene)amino]oxymethyl]phenyl]acetamide